CCCC(CCCCC=CCC)O dodec-9-ene-4-ol